N1C(=NC=C1)C1=CC=C(C=C1)N(C1=CC=C(C=C1)C=1NC=CN1)C1=CC=C(C=C1)C=1NC=CN1 tris-(4-imidazolylphenyl)amine